N-(5-(2-(((1S,4S)-4-(dimethylamino)-3-fluorocyclohexyl)amino)-8-isopropyl-7-oxo-7,8-dihydropyrido[2,3-d]pyrimidin-6-yl)pyridin-2-yl)-1-(1-methyl-1H-pyrazol-3-yl)methanesulfonamide CN([C@@H]1C(C[C@H](CC1)NC=1N=CC2=C(N1)N(C(C(=C2)C=2C=CC(=NC2)NS(=O)(=O)CC2=NN(C=C2)C)=O)C(C)C)F)C